tertbutyl N-[3-(4-acetylpiperazin-1-yl)cyclohexyl]carbamate C(C)(=O)N1CCN(CC1)C1CC(CCC1)NC(OC(C)(C)C)=O